5,5-Dimethyl-1-(4-nitrobenzyl)-3-((2-(trimethylsilyl)ethoxy)methyl)imidazolidine-2,4-dione CC1(C(N(C(N1CC1=CC=C(C=C1)[N+](=O)[O-])=O)COCC[Si](C)(C)C)=O)C